(1S)-1-{1-[5-(morpholin-4-yl)pyridin-2-yl]-1H-1,2,4-triazol-5-yl}ethanamine hydrochloride Cl.N1(CCOCC1)C=1C=CC(=NC1)N1N=CN=C1[C@H](C)N